5-chloro-3-cyclopropyl-N-(2-fluoro-4-(thiazol-2-yl)benzyl)pyrazolo[1,5-a]pyrimidin-7-amine ClC1=NC=2N(C(=C1)NCC1=C(C=C(C=C1)C=1SC=CN1)F)N=CC2C2CC2